N,N'-bis(phenyl)malonamide Methyl-(2S)-2-[(2R)-3-carbamoyl-2-[6-(dimethylamino)hexanamido]propanamido]propanoate COC([C@H](C)NC([C@@H](CC(N)=O)NC(CCCCCN(C)C)=O)=O)=O.C1(=CC=CC=C1)NC(CC(=O)NC1=CC=CC=C1)=O